ClC1=NC=C(C=C1C=1C=NN(C1)CC(C)(C)C)F 2-chloro-5-fluoro-3-(1-neopentyl-1H-pyrazol-4-yl)pyridine